C(C#C)OP(OCCC=C)(=O)CCC=C 3-butenylphosphonic (3-butenyl) (2-propynyl) ester